((4-(decyloxy)-4-oxobutyl) (2-hydroxyethyl) amino)-3-hexylnonanoate C(CCCCCCCCC)OC(CCCN(CCO)C(C(=O)[O-])C(CCCCCC)CCCCCC)=O